1-N-[(2,4-Dimethoxyphenyl)methyl]-5-N-[[1-(imidazo[1,2-a]pyridin-7-yloxymethyl)-2-oxabicyclo[2.1.1]hexan-4-yl]methyl]isoquinoline-1,5-diamine COC1=C(C=CC(=C1)OC)CNC1=NC=CC=2C(=CC=CC12)NCC12COC(C1)(C2)COC2=CC=1N(C=C2)C=CN1